C1=CN2C(C=CC3=CC=CC1=C23)=O Pyrrolo[3,2,1-ij]quinolin-4-one